C(=CC(C)C)S(=O)(=O)OOC(C=C)=O.[Na] sodium acryloyloxy isopentenesulfonate